N=1C(=CN2C1N=CC=C2)C(=O)OCC ethyl imidazo[1,2-a]pyrimidine-2-carboxylate